2-chloro-5-[3,6-dihydro-3-methyl-2,6-dioxo-4-(trifluoromethyl)-1(2H)-pyrimidinyl]-4-fluoro-N-[[methyl(1-methylethyl)-amino]sulfonyl]benzamide ClC1=C(C(=O)NS(=O)(=O)N(C(C)C)C)C=C(C(=C1)F)N1C(N(C(=CC1=O)C(F)(F)F)C)=O